BrC1=CC(=C(C(=O)NC2=C(C(=NC=C2)N2CCC(CC2)(F)F)F)C=C1)C1=CCC2(CC2)CC1 4-bromo-N-[2-(4,4-difluoropiperidin-1-yl)-3-fluoropyridin-4-yl]-2-{spiro[2.5]oct-5-en-6-yl}benzamide